Cl.O=C1N(CC2=CC(=CC=C12)N1CCNCC1)C1C(NC(CC1)=O)=O 3-(1-oxo-5-(piperazin-1-yl)isoindol-2-yl)piperidine-2,6-dione hydrochloride